C(C)C1=NC2=CC=C(C(=C2NC1=O)F)CN1[C@@H]([C@H](C1)OC=1C=CC(=NC1F)C(=O)NC([2H])([2H])[2H])C 5-{[(2r,3s)-1-[(2-ethyl-5-fluoro-3-oxo-4H-quinoxalin-6-yl)methyl]-2-methylazetidin-3-yl]oxy}-6-fluoro-N-methyl-d3-pyridine-2-carboxamide